1-(2-amino-6-isopropylpyrimidin-4-yl)-3-(2-bromophenyl)piperidin-3-ol NC1=NC(=CC(=N1)N1CC(CCC1)(O)C1=C(C=CC=C1)Br)C(C)C